3-(2-{3-[(4-methanesulfonylphenoxy)methyl]-4-methylpyrrolidin-1-yl}ethyl)benzonitrile CS(=O)(=O)C1=CC=C(OCC2CN(CC2C)CCC=2C=C(C#N)C=CC2)C=C1